2-benzyl-2,4-dimethyl-N-(3-quinolyl)-pentan-amide C(C1=CC=CC=C1)C(C(=O)NC=1C=NC2=CC=CC=C2C1)(CC(C)C)C